ClC=1C=C2C(N(CCC=3C=CC=CC3C3=C(C=C(C(NS(C(C1O)=C2)(=O)=O)=C3)F)F)C)=O 14-chloro-20,22-difluoro-15-hydroxy-10-methyl-17,17-dioxo-17λ6-thia-10,18-diazatetracyclo[17.3.1.112,16.02,7]tetracosa-1(22),2(7),3,5,12,14,16(24),19(23),20-nonaen-11-one